6-((4-Hydroxy-1-(1-methylcyclopropanecarbonyl)piperidin-4-yl)methyl)-2-methyl-3-phenyl-2H-pyrazolo[4,3-d]pyrimidin-7(6H)-one OC1(CCN(CC1)C(=O)C1(CC1)C)CN1C=NC=2C(C1=O)=NN(C2C2=CC=CC=C2)C